2-Amino-4-(butylamino)-6-(2-methoxy-4-(piperazine-1-carbonyl)benzyl)pyridin NC1=NC(=CC(=C1)NCCCC)CC1=C(C=C(C=C1)C(=O)N1CCNCC1)OC